C(C)(C)C1=C(C(=CC=C1)C(C)C)C1=CN=C2N1C=1N(C=3C=CC=CC23)CCCN1 3-(2,6-diisopropylphenyl)-7,8-dihydro-6H-imidazo[1,2-c]pyrimido[1,2-a]quinazoline